1-(3-bromopropoxy)-2-fluorobenzene BrCCCOC1=C(C=CC=C1)F